(1S,3S,5S)-2-[(2S)-2-amino-2-(3-hydroxyadamantane-1-yl)acetyl]-2-azabicyclo[3.1.0]hexane-3-nitrile N[C@H](C(=O)N1[C@H]2C[C@H]2C[C@H]1C#N)C12CC3(CC(CC(C1)C3)C2)O